COC(N(C)C)OC N,N-Dimethyl-formamide dimethylacetal